ClC1=C(C(=O)NC2=NC=C(C=C2)N2N=C(C=C2C(F)(F)F)C=2OC(N(N2)C)=O)C=CC=C1 2-Chloro-N-(5-(3-(4-methyl-5-oxo-4,5-dihydro-1,3,4-oxadiazol-2-yl)-5-(trifluoromethyl)-1H-pyrazol-1-yl)pyridin-2-yl)benzamide